FC1=C(N=CC2=C1N=C(N=C2N2C[C@H]1CC[C@@H](C2)N1C(=O)OC(C)(C)C)OCC12CCCN2CCC1)C1=CC=CC2=CC=CC(=C12)F tert-butyl (1R,5S)-3-(8-fluoro-7-(8-fluoronaphthalen-1-yl)-2-((tetrahydro-1H-pyrrolizin-7a(5H)-yl)methoxy)pyrido[4,3-d]pyrimidin-4-yl)-3,8-diazabicyclo[3.2.1]octane-8-carboxylate